CC=1C=C(C(=O)N/N=C(\C)/C2=NC3=CC=CC=C3C=C2)C=CC1 (E)-3-methyl-N'-(1-(quinolin-2-yl)ethylidene)benzohydrazide